[Si](C)(C)(C(C)(C)C)OCC1=CC=CC(=N1)N1N=C(C=C1)CC(=O)NC=1SC(=CN1)C(F)(F)F 2-[1-(6-{[(tert-butyldimethylsilyl)oxy]methyl}pyridin-2-yl)-1H-pyrazol-3-yl]-N-[5-(trifluoromethyl)-1,3-thiazol-2-yl]acetamide